methyl-diethyl-silyl bromide C[Si](CC)(CC)Br